ClC=1C=C(C=C(C1)Cl)C(C)C 3,5-dichlorocumene